(7R*)-N-[(3aR,7aS)-1-methyl-octahydro-1H-indol-5-yl]-4-[5-(5-fluoro-2-methoxypyridin-4-yl)-1H-pyrazole-3-carbonyl]-4-azaspiro[2.5]octane-7-carboxamide CN1CC[C@@H]2CC(CC[C@H]12)NC(=O)[C@@H]1CCN(C2(CC2)C1)C(=O)C1=NNC(=C1)C1=CC(=NC=C1F)OC |o1:13|